NCC1=NNC(C2=CC=C(C=C12)C1(CC1)C(=O)N([C@H]1CCCC=2C=CC=NC12)CC1=NC=C(C=C1)C1=C(C=CC=C1F)F)=O (S)-1-(4-(aminomethyl)-1-oxo-1,2-dihydro-phthalazin-6-yl)-N-((5-(2,6-difluorophenyl)pyridin-2-yl)methyl)-N-(5,6,7,8-tetrahydroquinolin-8-yl)cyclopropane-1-carboxamide